ClC1=C(C(=O)NC=2C(=NNC2)C(=O)NC2CCNCC2)C(=CC=C1)Cl 4-(2,6-dichlorobenzoylamino)-N-(4-piperidinyl)-1H-pyrazole-3-carboxamide